OCCCCCNC(O[C@H]1[C@H](NC[C@@H]1O)CC1=CC=C(C=C1)OC)=O (2R,3S,4S)-4-hydroxy-2-[(4-methoxyphenyl)methyl]pyrrolidin-3-yl N-(5-hydroxypentyl)carbamate